FC1=NC=CC(=C1)NC=1N=CC2=C(N1)N(C(C(=C2)N2CCN(C1=C(C=CC=C21)C)C(=O)OC(C)(C)C)=O)CCCCC(C)O tert-butyl 4-[2-[(2-fluoro-4-pyridyl)amino]-8-(5-hydroxyhexyl)-7-oxo-pyrido[2,3-d]pyrimidin-6-yl]-8-methyl-2,3-dihydroquinoxaline-1-carboxylate